1-(1-(pyrrolidin-3-yl)-1H-indol-4-yl)dihydropyrimidine-2,4(1H,3H)-dione N1CC(CC1)N1C=CC2=C(C=CC=C12)N1C(NC(CC1)=O)=O